5'-(1,2-dilauroyl-sn-glycero-3-phospho)-6-thio-2'-deoxyguanosine C(CCCCCCCCCCC)(=O)OC[C@@H](OC(CCCCCCCCCCC)=O)COP(=O)(O)OC[C@@H]1[C@H](C[C@@H](O1)N1C=NC=2C(=S)NC(N)=NC12)O